F[C@H](C)S(=O)(=O)N[C@@H]1[C@@H](N(CC12CC2)C(=O)[C@@H]2OCC2)CC=2C(=C(C=CC2)C2=CC(=CC(=C2)F)F)F |&1:16| (S)-1-fluoro-N-((6S,7S)-5-((RS)-oxetane-2-carbonyl)-6-((2,3',5'-trifluoro-[1,1'-biphenyl]-3-yl)methyl)-5-azaspiro[2.4]heptan-7-yl)ethane-1-sulfonamide